methyl (2S)-2-[[(2S)-2-[(6-chloro-1H-indole-2-carbonyl)amino]-3-cyclopropyl-propanoyl]amino]-3-[(3S)-2-oxopyrrolidin-3-yl]propanoate ClC1=CC=C2C=C(NC2=C1)C(=O)N[C@H](C(=O)N[C@H](C(=O)OC)C[C@H]1C(NCC1)=O)CC1CC1